3-(1H-indol-4-yl)-5-((3-nitrophenyl)amino)pyridin-2(1H)-one N1C=CC2=C(C=CC=C12)C=1C(NC=C(C1)NC1=CC(=CC=C1)[N+](=O)[O-])=O